2-((2S,6R)-2-(1-cyclopropyl-1H-pyrazol-4-yl)-6-methylmorpholino)-4-(2-fluoro-4-methylphenyl)-7-methylpyrimido[4,5-d]pyridazin-8(7H)-one C1(CC1)N1N=CC(=C1)[C@@H]1O[C@@H](CN(C1)C=1N=C(C2=C(C(N(N=C2)C)=O)N1)C1=C(C=C(C=C1)C)F)C